2-amino-5-hexenoic acid ethyl ester C(C)OC(C(CCC=C)N)=O